C(CCCC)[Sn](OC(C)(C)C)(OC(C)(C)C)OC(C)(C)C n-pentyltris(t-butoxy)tin